6-(4-Cyclopropylpiperazin-1-yl)benzo[b]thiophene-2-carboxylic acid ethyl ester C(C)OC(=O)C1=CC2=C(S1)C=C(C=C2)N2CCN(CC2)C2CC2